N,N-diethyl-3-methyl-N3-(2-(pyridin-4-yl)pyrido[3,4-d]pyrimidin-4-yl)butane-1,3-diamine C(C)N(CCC(C)(NC=1C2=C(N=C(N1)C1=CC=NC=C1)C=NC=C2)C)CC